tert-Butyl(3-bromobenzyl)carbamate C(C)(C)(C)OC(NCC1=CC(=CC=C1)Br)=O